tert-butyl 4-[6-ethyl-3-(methylamino)-1,1-dioxo-4H-thieno[3,2-e][1,2,4]thiadiazin-5-yl]-3-methyl-3,6-dihydro-2H-pyridine-1-carboxylate C(C)C1=C(C=2NC(=NS(C2S1)(=O)=O)NC)C=1C(CN(CC1)C(=O)OC(C)(C)C)C